3-(3-Chloro-phenyl)-2-{2-[4-(4-methyl-piperazin-1-yl)-phenylamino]-pyrimidin-4-yl}-thiazolo[3,2-a]pyrimidin-5-one ClC=1C=C(C=CC1)C1=C(SC=2N1C(C=CN2)=O)C2=NC(=NC=C2)NC2=CC=C(C=C2)N2CCN(CC2)C